palmitoylether C(CCCCCCCCCCCCCCC)(=O)OC(CCCCCCCCCCCCCCC)=O